C(CC)OC(=O)C1=C(N=C(S1)C(=O)N1C[C@H](CC1)NC1=NC=CC2=CC=C(C=C12)C1=NOC(=N1)C)C (S)-4-methyl-2-(3-((7-(5-methyl-1,2,4-oxadiazol-3-yl)isoquinolin-1-yl)amino)pyrrolidine-1-carbonyl)thiazole-5-carboxylic acid propyl ester